COC(=O)[C@@H]1C([C@H]1C1=CC(=C(C=C1)F)C(F)(F)F)(Cl)Cl |r| Trans-rac-2,2-dichloro-3-(4-fluoro-3-(trifluoromethyl)phenyl)cyclopropane-1-carboxylic acid methyl ester